C(=O)O.CN1CCN(CC(C1)NC=1N=NC(=C2C1C=NC=C2)C2=C(C=C(C=C2)C(F)(F)F)O)C 2-{4-[(1,4-dimethyl-1,4-diazacycloheptan-6-yl)amino]pyrido[3,4-d]pyridazin-1-yl}-5-(trifluoromethyl)phenol formate salt